4,4'-diisocyanothiostilbene-2,2'-disulfonic acid [N+](#[C-])C=1C=C(C(=CC1)C=CC=1C(=CC(=CC1)[N+]#[C-])S(=O)(=O)O)S(=O)(=S)O